N[C@]1(C2CCN(CC2=CC=C1)C=O)C1=C(C=CC=C1)OC ((2r,5r)-5-amino-5-(methoxyphenyl)-3,4-dihydroisoquinolin-2(1H)-yl)methanone